indol-4-yl dimethylglycinate diformate C(=O)O.C(=O)O.CN(CC(=O)OC1=C2C=CNC2=CC=C1)C